C(C)(C)NC(=O)C=1C=NC2=C(C=CC(=C2C1)[N+](=O)[O-])OC N-isopropyl-5-nitro-8-methanOxyquinoline-3-carboxamide